4-(7-(2-amino-7-fluorobenzo[d]thiazol-4-yl)-6-chloro-8-cyanoquinazolin-4-yl)piperazine-1-carboxylic acid tert-butyl ester C(C)(C)(C)OC(=O)N1CCN(CC1)C1=NC=NC2=C(C(=C(C=C12)Cl)C1=CC=C(C2=C1N=C(S2)N)F)C#N